N1C(=NC2=C1C=CC=C2)C2=CC(=NN2C)NC(=O)C=2C=CC(=NC2)N2CC(N(CC2)C(=O)OC(C)(C)C)CO tert-butyl 4-[5-[[5-(1H-benzimidazol-2-yl)-1-methyl-pyrazol-3-yl]carbamoyl]-2-pyridyl]-2-(hydroxymethyl)piperazine-1-carboxylate